BrC=1C(=NNC1C)C#N 4-bromo-5-methyl-1H-pyrazole-3-carbonitrile